FC1=C(OCC2(CC2)C#N)C=CC(=C1)C1=NC(=NC=C1C)NC=1C=NN(C1)C1CCN(CC1)C 1-((2-fluoro-4-(5-methyl-2-((1-(1-methylpiperidin-4-yl)-1H-pyrazol-4-yl)amino)pyrimidin-4-yl)phenoxy)methyl)cyclopropanecarbonitrile